3-hydroxy-1-(4-methylbenzyl)-3-(2-oxo-2-(4-phenoxyphenyl)ethyl)indol-2-one OC1(C(N(C2=CC=CC=C12)CC1=CC=C(C=C1)C)=O)CC(C1=CC=C(C=C1)OC1=CC=CC=C1)=O